CSC=1N=NC(=CN1)C(F)(F)F 3-Methylsulfanyl-6-(trifluoromethyl)-1,2,4-triazine